N-o-fluorobenzylacetyl-1,3,4,9-tetrahydro-beta-carboline FC1=C(CCC(=O)N2CC=3NC4=CC=CC=C4C3CC2)C=CC=C1